6-((1S,4S)-2,5-diazabicyclo[2.2.1]heptan-2-yl)-N-(3-chloro-4-(cyclopropylmethoxy)-2-fluorophenyl)-7-fluoropyrido[3,2-d]pyrimidin-4-amine [C@@H]12N(C[C@@H](NC1)C2)C=2C(=CC=1N=CN=C(C1N2)NC2=C(C(=C(C=C2)OCC2CC2)Cl)F)F